(6aS,8S)-8-((methoxymethoxy)methyl)-6a,7,8,9-tetrahydro-6H-pyrido[3,2-b]pyrrolo[1,2-d][1,4]oxazin COCOC[C@H]1C[C@@H]2N(C3=C(OC2)C=CC=N3)C1